N-Methylpyridinium triflate [O-]S(=O)(=O)C(F)(F)F.C[N+]1=CC=CC=C1